FC1(C[C@H](NC1)C(=O)[O-])F (S)-4,4-difluoropyrrolidine-2-carboxylate